FC1=C(C(=C(C=C1C1=NN(C2=NC(=NC=C21)N2CC(CCC2)C=2C=NC=NC2)C)C(F)(F)F)F)O 2,6-Difluoro-3-(1-methyl-6-(3-(pyrimidin-5-yl)piperidin-1-yl)-1H-pyrazolo[3,4-d]pyrimidin-3-yl)-5-(trifluoromethyl)phenol